holmium-iron [Fe].[Ho]